CC(C(=O)N)(CSSCCC(=O)N)C dimethyl-3,3'-dithio-dipropionamide